6-amino-2-(difluoromethyl)-5-(3-methoxy-2,6-dimethyl-phenyl)pyrrolo[2,3-b]pyrazine-7-carboxamide NC1=C(C=2C(=NC=C(N2)C(F)F)N1C1=C(C(=CC=C1C)OC)C)C(=O)N